3-(3-(2-chloro-5-fluoropyrimidin-4-yl)phenyl)oxazolidin-2-one ClC1=NC=C(C(=N1)C=1C=C(C=CC1)N1C(OCC1)=O)F